(R)-4-methyl-3-(2-(3-nitrophenyl)propyl)-4H-1,2,4-triazole CN1C(=NN=C1)C[C@@H](C)C1=CC(=CC=C1)[N+](=O)[O-]